N1=CC(=CC=C1)CC=O 3-pyridineethanone